FC(C[C@@H](C(=O)NC1=NC=CC(=C1)C1=C(C2=NC(=CC(=C2N1)[C@@H]1OCCC1)F)C1=NC=CC=C1)C1=CC=C(C=C1)F)F |r| (Rac)-(2RS)-4,4-difluoro-N-(4-{5-fluoro-7-[(2RS)-oxolan-2-yl]-3-(pyridin-2-yl)-1H-pyrrolo[3,2-b]pyridin-2-yl}pyridin-2-yl)-2-(4-fluorophenyl)butanamide